N1=CN=C(C=C1)CNC(C)C1=CNC(C2=CC=CC=C12)=O 4-(1-((Pyrimidin-4-ylmethyl)amino)ethyl)isoquinolin-1(2H)-one